COCC1=CC(=NO1)C 5-(methoxymethyl)-3-methyl-isoxazole